1-(hydroxymethyl)-5,5-dimethylpyrrolidin-2-one OCN1C(CCC1(C)C)=O